S(N)(=O)(=O)C1=C(N=C(S1)C(C(=O)NC)C1=CC=C(C=C1)C1=NC=CC=C1)C [5-(sulfamoyl)-4-methyl-1,3-thiazol-2-yl]-N-methyl-2-[4-(2-pyridyl)-phenyl]acetamide